BrC1=CC=CC(=N1)C(C)(C)NC(OC(C)(C)C)=O tert-butyl (2-(6-bromopyridin-2-yl)propan-2-yl)carbamate